ortho-Tolunitril C=1(C(=CC=CC1)C#N)C